N-[(4-tert-butylphenyl)methyl]-N-methyl-1-[5-(pyridin-4-yl)-1H-pyrazole-3-carbonyl]piperidine-4-carboxamide C(C)(C)(C)C1=CC=C(C=C1)CN(C(=O)C1CCN(CC1)C(=O)C1=NNC(=C1)C1=CC=NC=C1)C